S1C(=NC=C1)S(=O)(=O)C1=CC=C(C=C1)CN1C=C2C(C=C1)=CCS2 N-{[4-(1,3-thiazole-2-sulfonyl)phenyl]methyl}thieno[2,3-c]pyridine